5-(6-(4-((6-ethylpyridin-3-yl)oxy)piperidin-1-yl)pyridin-3-yl)-7-(2-hydroxy-2-meth-ylpropoxy)imidazo[1,2-a]pyridine-3-carbonitrile C(C)C1=CC=C(C=N1)OC1CCN(CC1)C1=CC=C(C=N1)C1=CC(=CC=2N1C(=CN2)C#N)OCC(C)(C)O